trifluorobut-3-en FC(CC=C)(F)F